CCCCCCCCCCCCCCCCCCC(=O)OC[C@H](COP(=O)(O)OC[C@H](CO)O)OC(=O)CCCCCC/C=C\C/C=C\C/C=C\CCCCC 1-nonadecanoyl-2-(8Z,11Z,14Z-eicosatrienoyl)-glycero-3-phospho-(1'-sn-glycerol)